(3-(3-(cycloheptylmethoxy)phenyl)propyl)-2,2,2-trifluoroacetamide C1(CCCCCC1)COC=1C=C(C=CC1)CCCNC(C(F)(F)F)=O